4-((3-chloro-2-methoxyphenyl)amino)-2-methyl-6-((5-(N-morpholinyl)pyridin-2-yl)amino)-1,2-dihydro-3H-pyrazolo[3,4-b]pyridin-3-one ClC=1C(=C(C=CC1)NC1=C2C(=NC(=C1)NC1=NC=C(C=C1)N1CCOCC1)NN(C2=O)C)OC